2-amino-delta-valerolactam NC1C(=O)NCCC1